3-(5-(3-aminoprop-1-yn-1-yl)-1H-indazol-3-yl)piperidine-2,6-dione NCC#CC=1C=C2C(=NNC2=CC1)C1C(NC(CC1)=O)=O